NC=1C2=C(N=C(N1)Cl)N(C=C2)[C@H]2[C@H]([C@@H]([C@H](O2)COP(=O)(OC2=CC=CC=C2)N[C@@H](C)C(=O)OCC)O)F ethyl ((((2R,3R,4S,5R)-5-(4-amino-2-chloro-7H-pyrrolo[2,3-d]pyrimidin-7-yl)-4-fluoro-3-hydroxytetrahydro-furan-2-yl)methoxy)-(phenoxy)phosphoryl)-L-alaninate